F[C@H]1CNC[C@@H]1OC (3S,4S)-3-fluoro-4-methoxypyrrolidin